N-(2-((3S,4R)-4-(2-(dimethylamino)ethoxy)-3-fluoropiperidin-1-yl)pyrimidin-4-yl)-5-isopropyl-8-((R)-2-methylazetidin-1-yl)-2,7-naphthyridin-3-amine CN(CCO[C@H]1[C@H](CN(CC1)C1=NC=CC(=N1)NC=1N=CC2=C(N=CC(=C2C1)C(C)C)N1[C@@H](CC1)C)F)C